ClC=1C=C(C=2C[C@H](CC2C1)NC=1N=CC2=C(N1)CCN(C2=O)C2COC2)C#N (S)-6-chloro-2-((6-(oxetan-3-yl)-5-oxo-5,6,7,8-tetrahydropyrido[4,3-d]pyrimidin-2-yl)amino)-2,3-dihydro-1H-indene-4-carbonitrile